C1(CCCCC1)COC=1C=C(C=CC1)C(CCN(C)C)O 1-(3-(cyclohexylmethoxy)phenyl)-3-(dimethylamino)propan-1-ol